7-(2-fluoro-4-methoxyphenyl)pyrazolo[1,5-a]pyrimidine-2-carboxylic acid FC1=C(C=CC(=C1)OC)C1=CC=NC=2N1N=C(C2)C(=O)O